CNC1=NC(=NC(=C1)C)NC=1C=C(C2=C(CCO2)C1)C=1CCNCC1 N4,6-dimethyl-N2-[7-(1,2,3,6-tetrahydropyridin-4-yl)-2,3-dihydrobenzofuran-5-yl]pyrimidine-2,4-diamine